Thiochromon-S,S-dioxid O1C=CC(C2=CC=CC=C12)=S(=O)=O